N-((1-((5,7-dioxaspiro[2.5]oct-6-yl)methyl)-1H-1,2,3-triazol-4-yl)methyl)-5-(cyclopropylethynyl)-N,2-dimethylaniline C1CC12COC(OC2)CN2N=NC(=C2)CN(C2=C(C=CC(=C2)C#CC2CC2)C)C